FC1=C(OC2CN(C2)CCC)C(=CC=C1F)F 3-(2,3,6-trifluorophenoxy)-1-propylazetidine